ClC1=CC=2C(C3=CC=CC=C3C2C=C1)(C(=O)N1[C@H]2CC([C@@H]([C@H]1C(=O)N[C@@H](C[C@H]1C(NCCC1)=O)C#N)CC2)(F)F)O (1R,3S,4R)-2-(2-chloro-9-hydroxy-9H-fluorene-9-carbonyl)-N-((S)-1-cyano-2-((S)-2-oxopiperidin-3-yl)ethyl)-5,5-difluoro-2-azabicyclo[2.2.2]octane-3-carboxamide